C1(CC1)C=1N=NN(C1)C1=CC(=C(C=C1)COC1=CC=CC(=N1)C1CCN(CC1)CC=1N(C2=C(N1)C=CC(=C2)C(=O)OC)C[C@H]2OCC2)F Methyl 2-[[4-[6-[[4-(4-cyclopropyltriazol-1-yl)-2-fluoro-phenyl]methoxy]-2-pyridyl]-1-piperidyl]methyl]-3-[[(2S)-oxetan-2-yl]methyl]benzimidazole-5-carboxylate